tert-butyl (R*)-((2-chloro-10,11-dihydrobenzo[6,7]oxepino[3,2-b]pyridin-11-yl)methyl)carbamate ClC1=CC=C2C(=N1)[C@H](CC1=C(O2)C=CC=C1)CNC(OC(C)(C)C)=O |o1:7|